OC=1C=CC2=C(NC(CO2)=O)C1 6-hydroxy-2H-1,4-benzoxazine-3(4H)-one